2-aminocyclohexanol hydrochloride Cl.NC1C(CCCC1)O